O=C(CCS(=O)(=O)[O-])CCCCCC 3-oxononane-1-sulfonate